The molecule is a dipeptide composed of glycine and L-leucine joined by a peptide linkage. It has a role as a metabolite. It derives from a glycine and a L-leucine. It is a tautomer of a glycyl-L-leucine zwitterion. CC(C)C[C@@H](C(=O)O)NC(=O)CN